glyceryl-lysinolate C(C(O)CO)N[C@@H](CCCCN)C[O-]